4(1H)-Pyrimidinone N1C=NC(C=C1)=O